Cl.OC=1C=C(C=CC1C=1SC=2N=C(SC2N1)N(C1CCNCC1)C)C1=CC(=NC=C1)O 4-(3-Hydroxy-4-{5-[methyl(piperidin-4-yl)amino][1,3]thiazolo[5,4-d][1,3]thiazol-2-yl}phenyl)pyridin-2-ol Hydrochlorid